2-(3-Methyloxetan-3-yl)ethan-1-ol tert-butyl-((R)-methyl(3-(4-methyl-5-(trifluoromethyl)-2-((R)-2-(trifluoromethyl)morpholino)nicotinamido)phenyl)(oxo)-λ6-sulfaneylidene)carbamate C(C)(C)(C)C1=C(C=CC=C1NC(C1=C(N=CC(=C1C)C(F)(F)F)N1C[C@@H](OCC1)C(F)(F)F)=O)[S@](=O)(C)=NC(=O)OCCC1(COC1)C